C(C)C1=C(C=CC(=N1)N)C1=CC=CC=2N1C=CN2 6-Ethyl-5-(imidazo[1,2-a]pyridin-5-yl)pyridin-2-amine